4-(5-chloro-[1,2,4]triazolo[1,5-a]pyrimidin-7-yl)-3-methylbenzonitrile ClC1=NC=2N(C(=C1)C1=C(C=C(C#N)C=C1)C)N=CN2